methyl (E)-2-acetoxy-3,5-diphenylpent-4-enoate C(C)(=O)OC(C(=O)OC)C(\C=C\C1=CC=CC=C1)C1=CC=CC=C1